FC1=C(C=CC(=N1)N(C)C)C1=CC=C(C=C1)C1=NC2N(C=C(C=C2)OCCOCCI)C1 6-fluoranyl-5-[4-[6-[2-(2-iodanylethoxy)ethoxy]-3,8a-dihydroimidazo[1,2-a]pyridin-2-yl]phenyl]-N,N-dimethyl-pyridin-2-amine